FC1=CC=C(C=C1)C(C)C=1C2=C(C(N(C1)C)=O)NC(=C2)C=2OC(=NN2)C 4-(1-(4-fluorophenyl)ethyl)-6-methyl-2-(5-methyl-1,3,4-oxadiazol-2-yl)-1,6-dihydro-7H-pyrrolo[2,3-c]pyridin-7-one